1-(1-(3-methoxypropyl)piperidin-4-yl)-5-(trifluoromethyl)-1H-pyrazole-4-carbonyl chloride COCCCN1CCC(CC1)N1N=CC(=C1C(F)(F)F)C(=O)Cl